Cl.FCC1(CCOCC1)CN (4-(fluoromethyl)tetrahydro-2H-pyran-4-yl)methylamine hydrochloride